ClC1=C(C(=C(C=C1OC)OC)Cl)C1=NC(=C2C=C(N=CC2=C1)NC1=C(C=CC=C1C)NC(C=C)=O)NCC1CCN(CC1)C N-(2-((7-(2,6-dichloro-3,5-dimethoxyphenyl)-5-(((1-methylpiperidin-4-yl)methyl)amino)-2,6-naphthyridin-3-yl)amino)-3-methylphenyl)acrylamide